3-((5-((4-(3-((2-((1S)-1-((tetrahydro-2H-pyran-2-yl)oxy)ethyl)-1H-imidazol-1-yl)methyl)isoxazol-5-yl)phenyl)ethynyl)pyridin-2-yl)methoxy)propionitrile O1C(CCCC1)O[C@@H](C)C=1N(C=CN1)CC1=NOC(=C1)C1=CC=C(C=C1)C#CC=1C=CC(=NC1)COCCC#N